C(C)(C)(C)OC(=O)N[C@@H](CCC(=O)OCC1=CC=CC=C1)C(NCCCCCCOC=1C(=C2CC[C@](OC2=C(C1C)C)(CCC[C@@H](CCC[C@@H](CCCC(C)C)C)C)C)C)=O benzyl (S)-4-((tert-butoxycarbonyl)amino)-5-oxo-5-((6-(((R)-2,5,7,8-tetramethyl-2-((4R,8R)-4,8,12-trimethyltridecyl)chroman-6-yl)oxy)hexyl)amino)pentanoate